BrC=1C(=C(C=NC1)NCC=1C=C2N=CC=NC2=CC1Cl)N1C[C@@H](NCC1)C (S)-5-bromo-N-((7-chloroquinoxalin-6-yl)methyl)-4-(3-methylpiperazin-1-yl)pyridin-3-amine